1-(phenylazo)-2-naphthylamine C1(=CC=CC=C1)N=NC1=C(C=CC2=CC=CC=C12)N